OC1CCN(CC1)C1=CC=C(C=C1)C(\C=C\C1=CC=C(C=C1)SC(F)(F)F)=O (E)-1-[4-(4-Hydroxypiperidin-1-yl)phenyl]-3-[4-(trifluoromethylsulfanyl)phenyl]prop-2-en-1-one